N-(4-(6-(2,6-dichloro-3,5-dimethoxyphenyl)-4,5,6,7-tetrahydro-1H-indazol-3-yl)tetrahydrofuran-3-yl)acrylamide ethyl-2-(6-chloro-2-oxopyridin-1(2H)-yl)acrylate C(C)OC(C(=C)N1C(C=CC=C1Cl)=O)=O.ClC1=C(C(=C(C=C1OC)OC)Cl)C1CCC=2C(=NNC2C1)C1C(COC1)NC(C=C)=O